BrNC1=CC=CC=C1 Bromoanilin